3-trityl-5-methylsalicylaldehyde C(C1=CC=CC=C1)(C1=CC=CC=C1)(C1=CC=CC=C1)C1=C(C(C=O)=CC(=C1)C)O